BrC1=CC=C2C(=N1)N=C(O2)N[C@H]2CN(CCC2)CC2C(CC2)=O 2-[[(3R)-3-[(5-bromooxazolo[4,5-b]pyridin-2-yl)amino]-1-piperidyl]methyl]cyclobutanone